FC1=C(C=C(C=C1C=1C(=NN(C1C)C)C)NS(=O)(=O)CC)B1OC(C(O1)(C)C)(C)C N-(4-fluoro-3-(4,4,5,5-tetramethyl-1,3,2-dioxaborolan-2-yl)-5-(1,3,5-trimethyl-1H-pyrazol-4-yl)phenyl)ethanesulfonamide